2-(7-hydroxy-2-oxo-2H-chromen-3-yl)-4-methyl-thiazole-5-carboxylic acid tert-butyl ester C(C)(C)(C)OC(=O)C1=C(N=C(S1)C=1C(OC2=CC(=CC=C2C1)O)=O)C